1,3,5-Tris(carboxymethyl)benzene C(=O)(O)CC1=CC(=CC(=C1)CC(=O)O)CC(=O)O